ClC=1C(=C2CC(CC2=CC1)NC=1C=CC(=NC1)[C@@H](C(F)(F)F)N(C(=O)C1CCS(CC1)(=O)=O)C)C(F)F N-((1S)-1-(5-((5-Chloro-4-(difluoromethyl)-2,3-dihydro-1H-inden-2-yl)amino)pyridin-2-yl)-2,2,2-trifluoroethyl)-N-methyltetrahydro-2H-thiopyran-4-carboxamide 1,1-dioxide